N-{(2S,3R)-2-[(3-{[6-(Aminomethyl)-3-methylpyridin-2-yl]oxy}-2-fluorophenyl)methyl]-4,4-difluoropyrrolidin-3-yl}ethanesulfonamide dihydrochloride Cl.Cl.NCC1=CC=C(C(=N1)OC=1C(=C(C=CC1)C[C@@H]1NCC([C@@H]1NS(=O)(=O)CC)(F)F)F)C